C(C=C)(=O)OCC(N1C(CCC1)=O)C 2-propenoic acid, 2-methyl-2-(2-oxo-1-pyrrolidinyl)ethyl ester